4-aminobenzene-1,3-diol NC1=C(C=C(C=C1)O)O